ClC1=C(C=CC(=C1)F)N1N=CC(=C1)C(=O)N1[C@@H]2C(NCCCNC(CN3C=C4C(C=CC=C4C=4C=CC=C(O[C@H](C1)C2)C4)=N3)=O)=O (18S,21S)-19-[1-(2-chloro-4-fluoro-phenyl)pyrazole-4-carbonyl]-22-oxa-9,12,16,19,29-pentazapentacyclo[21.3.1.16,9.118,21.02,7]nonacosa-1(27),2,4,6(29),7,23,25-heptaene-11,17-dione